5H,6H,7H,8H-imidazo[1,2-a]pyridine-6-carboxamide N=1C=CN2C1CCC(C2)C(=O)N